(R)-N-(7-(4-amino-1-(piperidin-3-yl)-1H-pyrazolo[3,4-d]pyrimidin-3-yl)benzo[d][1,3]dioxol-4-yl)-4-(dimethylamino)benzamide NC1=C2C(=NC=N1)N(N=C2C2=CC=C(C1=C2OCO1)NC(C1=CC=C(C=C1)N(C)C)=O)[C@H]1CNCCC1